C(CCCCCCC)SC(C(=O)[O-])C Octylmercaptopropionat